C[C@H]1[C@@H]([C@H]([C@H]([C@@H](O1)O)O)OC)OC The molecule is a monosaccharide derivative that is the 3,4-di-O-methyl derivative of alpha-L-rhamnose. An epitope identified from the glycolipids isolated from Mycobacterium chelonae and Mycobacterium abscessus. It has a role as an epitope. It derives from an alpha-L-rhamnopyranose.